NCCCN(CCCN)CCCCCCCC\C=C/CCCCCCCC N-(3-aminopropyl)-N-oleyl-1,3-diaminopropane